C(CC)(=O)OOCC(OCC#C)C(C)(C)C tert-butyl-[2-(prop-2-yn-1-yloxy) ethoxy] propionate